N1=C(C=CC=2CNCCC12)N 5,6,7,8-tetrahydro-1,6-naphthyridin-2-amine